OSC=1NC=C(C[C@H](N)C(=O)O)N1 2-(hydroxysulfanyl)-histidine